FC1=C(C=CC(=C1)OC)C1=NOC(=C1)NC1=NC(=NC=C1)N1C2CC(CC1CC2)C 3-(2-fluoro-4-methoxyphenyl)-N-(2-(3-methyl-8-azabicyclo[3.2.1]octan-8-yl)pyrimidin-4-yl)isoxazol-5-amine